3,5-Diisopropylbenzene C(C)(C)C=1C=CC=C(C1)C(C)C